The molecule is an aromatic amide obtained by formal condensation of the carboxy group of 3-(difluoromethyl)-1-methylpyrazole-4-carboxylic acid with the amino group of 3',4'-dichloro-5-fluorobiphenyl-2-amine. A fungicide for use in cereals for key stem and leaf disease control including strobilurin-resistant septoria. It has a role as an EC 1.3.5.1 [succinate dehydrogenase (quinone)] inhibitor and an antifungal agrochemical. It is an aromatic amide, an organofluorine compound, a member of pyrazoles, a member of biphenyls, a dichlorobenzene and an anilide fungicide. CN1C=C(C(=N1)C(F)F)C(=O)NC2=C(C=C(C=C2)F)C3=CC(=C(C=C3)Cl)Cl